ClC(COC1=NC=2CCN(C(C2C=C1)=O)C1=C(C=C(C=N1)C1(CC1)C#N)S(=O)(=O)CC)(F)F 1-[6-[2-(2-chloro-2,2-difluoro-ethoxy)-5-oxo-7,8-dihydro-1,6-naphthyridin-6-yl]-5-ethylsulfonyl-3-pyridyl]cyclopropane-carbonitrile